methyl (R)-6-chloro-3-((1-(3,6-dimethyl-2-(1-methyl-1H-pyrazol-3-yl)-4-oxo-3,4-dihydroquinazolin-8-yl)ethyl)amino)picolinate ClC1=CC=C(C(=N1)C(=O)OC)N[C@H](C)C=1C=C(C=C2C(N(C(=NC12)C1=NN(C=C1)C)C)=O)C